(S)-2-azido-1-(3-chlorophenyl)ethylamine hydrochloride Cl.N(=[N+]=[N-])C[C@H](C1=CC(=CC=C1)Cl)N